[2-[(1,3-benzothiazol-2-yl(hexyl)hydrazono)methyl]-4-(4-ethylcyclohexanecarbonyl)oxy-phenyl]4-(6-prop-2-enoyloxyhexoxy)benzoate S1C(=NC2=C1C=CC=C2)N(N=CC2=C(C=CC(=C2)OC(=O)C2CCC(CC2)CC)OC(C2=CC=C(C=C2)OCCCCCCOC(C=C)=O)=O)CCCCCC